1-cyclobutyl-4-(4,4,5,5-tetramethyl-1,3,2-dioxaborolan-2-yl)-1H-pyrazole C1(CCC1)N1N=CC(=C1)B1OC(C(O1)(C)C)(C)C